(S)-3-amino-3-phenylpropane-1-ol N[C@@H](CCO)C1=CC=CC=C1